tert-butyl 4-hydroxy-2,2-dimethyl-4-[3-methyl-2-oxo-1-(2-trimethylsilylethoxymethyl)benzimidazol-4-yl]piperidine-1-carboxylate OC1(CC(N(CC1)C(=O)OC(C)(C)C)(C)C)C1=CC=CC=2N(C(N(C21)C)=O)COCC[Si](C)(C)C